CCCCCC(CCCCCCCC(CCCCC)O)O nonadecane-6,14-diol